COC=1C(=CC2=CN(N=C2C1)C1CCN(CC1)C(=O)OC(C)(C)C)NC(C1=NC(=CC=C1)C(F)(F)F)=O tert-butyl 4-(6-methoxy-5-(6-(trifluoromethyl)picolinamido)-2H-indazol-2-yl)piperidine-1-carboxylate